C12(CC3CC(CC(C1)C3)C2)[N+]2=CN(C3=C2C=CC=C3)C 1-adamantyl-3-methylbenzimidazolium